7-(1,2-dihydroxyethyl)-5-(4,4,5,5-tetramethyl-1,3,2-dioxaborolan-2-yl)isoindolin-1-one OC(CO)C=1C=C(C=C2CNC(C12)=O)B1OC(C(O1)(C)C)(C)C